C(C)(=O)NC=1C(=CC(=C(C1)C1=CC=C(C=C1)F)C(F)(F)F)C(=O)OC methyl 5-acetamido-4'-fluoro-2-(trifluoromethyl)-[1,1'-biphenyl]-4-carboxylate